[N+](=O)([O-])C1=C(NC2=C(C=3C(C4=CC=CC=C4C(C3C(=C2F)F)=O)=O)F)C=CC=C1 2-(o-nitroanilino)-1,3,4-trifluoroanthraquinone